(E)-2-methylbut-2-en-1-ol C/C(/CO)=C\C